5,30-dimethyl-7-oxa-4,5,13,17,24,26,31-heptaazahexacyclo[26.3.1.0^{2,6}.0^{13,25}.0^{14,23}.0^{15,20}]dotriaconta-1(31),2(6),3,14,20,22,24,28(32),29-nonaen-27-one CN1N=CC=2C3=NC(=CC(C(NC4=NC5=CC=C6CCNCC6=C5N4CCCCCOC12)=O)=C3)C